[I-].C1(=CC=CC=C1)[P+](CCC(F)(F)F)(C1=CC=CC=C1)C1=CC=CC=C1 triphenyl-(3,3,3-trifluoropropyl)phosphonium iodide